C(CCCCCCCCC)C(CC1=CC=C(S1)C=1SC2=C(N1)C(=C1C(N=C(S1)C=1SC(=CC1)CC(CCCCCCCCCCCC)CCCCCCCCCC)=C2I)I)CCCCCCCCCCCC 2,6-bis[5-(2-decyltetradecyl)thiophen-2-yl]-4,8-diiodobenzo[1,2-d:4,5-d']bis-thiazole